piperidine-3-carboxylic acid (S)-1-methylpyrrolidin-3-yl ester CN1C[C@H](CC1)OC(=O)C1CNCCC1